ethyl-(3-cyclopropylprop-1-yn-1-yl)trimethylsilane C(C)C[Si](C)(C)C#CCC1CC1